[C@@H]12C#CCCCC[C@H]2C1 (1R,8S,9S)-bicyclo[6.1.0]nonyne